6-[4-[N-[4-(Cyclopropoxy)-3-pyridyl]-4-(difluoromethoxy)anilino]-1-piperidyl]pyridine-3-carbonitrile C1(CC1)OC1=C(C=NC=C1)N(C1=CC=C(C=C1)OC(F)F)C1CCN(CC1)C1=CC=C(C=N1)C#N